2-{6-[(3S)-3-(cyclobutylamino)pyrrolidin-1-yl]pyridazin-3-yl}-5-(1H-pyrazol-4-yl)phenol C1(CCC1)N[C@@H]1CN(CC1)C1=CC=C(N=N1)C1=C(C=C(C=C1)C=1C=NNC1)O